(R)-N-hydroxy-3-(quinolin-7-yl)-4-(tetrahydro-2H-pyran-4-carbonyl)-2,3,4,5-tetrahydrobenzo[f][1,4]oxazepine-8-carboxamide ONC(=O)C1=CC2=C(CN([C@@H](CO2)C2=CC=C3C=CC=NC3=C2)C(=O)C2CCOCC2)C=C1